C(#N)C1=CC=C(C=C1)B(O)O (4-cyanophenyl)boronic acid